(R)-5-chloro-4-ethoxy-N-(pyrrolidin-3-yl)pyrimidin-2-amine hydrochloride Cl.ClC=1C(=NC(=NC1)N[C@H]1CNCC1)OCC